N1(CCNCC1)CCCNC(=O)C1=NC=CN=C1 N-(3-(piperazin-1-yl)propyl)pyrazine-2-carboxamide